C(#N)C[C@@H]1N(CCN(C1)C1=NC(=NC2=C(C(=C(C=C12)F)C1=CC=CC2=CC=CC(=C12)C#C)F)OCC12CCCN2CCC1)C(=O)OC(C)(C)C tert-butyl (2S)-2-(cyanomethyl)-4-(7-(8-ethynylnaphth-1-yl)-6,8-difluoro-2-((tetrahydro-1H-pyrrolizin-7a(5H)-yl)methoxy)quinazolin-4-yl)piperazine-1-carboxylate